1,1,1-trifluoroacetic acid C(=O)(C(F)(F)F)O